[4-(difluoromethoxy)phenyl]-[(7S)-2,7-dimethyl-3-(3,4,5-trifluorophenyl)-5,7-dihydro-4H-pyrazolo[3,4-c]pyridin-6-yl]methanone FC(OC1=CC=C(C=C1)C(=O)N1[C@H](C=2C(CC1)=C(N(N2)C)C2=CC(=C(C(=C2)F)F)F)C)F